BrCCCOC1=CC=C(C=C1)C(C=CC1=CC(=CC=C1)Cl)=O 1-(4-(3-bromopropyloxy)phenyl)-3-(3-chlorophenyl)-2-propen-1-one